(isopropyl)(isopentyl)-1,3-dimethoxypropane methyl-6-fluoro-7-methylchroman-5-carboxylate COC(=O)C=1C=2CCCOC2C=C(C1F)C.C(C)(C)C(CCOC)(OC)CCC(C)C